C1(=CC=C(C=C1)S(=O)(=O)OCC1CCC(CC1)OC1CCN(CC1)C(=O)OC(C)(C)C)C tert-butyl 4-[4-(p-tolylsulfonyloxymethyl)cyclohexoxy]piperidine-1-carboxylate